N1=CN=CC2=CC=3C(C=C12)=CC(N3)=O 7H-pyrrolo[2,3-g]quinazolin-7-one